7-Chloro-5-hydroxy-1-indenone ClC=1C=C(C=C2C=CC(C12)=O)O